(S)-N-(2-(1-ethyl-7-oxa-1-azaspiro[4.4]non-3-en-4-yl)thieno[2,3-b]pyridin-4-yl)benzo[d]thiazol-5-amine C(C)N1CC=C([C@@]12COCC2)C2=CC=1C(=NC=CC1NC=1C=CC3=C(N=CS3)C1)S2